ClC1=CC(=C(C=C1)[C@H]1C=CC=2C=CC=3CCN(C(C3C2O1)C)CC1=NC2=C(N1C[C@H]1OCC1)C=C(C=C2OC)C(=O)O)F (((2R)-2-(4-chloro-2-fluorophenyl)-10-methyl-7,10-dihydro-2H-pyrano[3,2-H]isoquinolin-9(8H)-yl)methyl)-4-methoxy-1-(((S)-oxetan-2-yl)methyl)-1H-benzo[d]imidazole-6-carboxylic acid